ONC([C@H](C)NCC=1C=C(C(=O)O)C=CC1)=O 3-[[[(1S)-2-(hydroxyamino)-1-methyl-2-oxo-ethyl]amino]methyl]benzoic acid